BrCCC(C)Br 1,3-dibromobutane